8-(1-methylcyclopropyl)quinolin-2-amine CC1(CC1)C=1C=CC=C2C=CC(=NC12)N